C(C)(C)C1(C=CC=C1)[Y](C1(C=CC=C1)C(C)C)C1(C=CC=C1)C(C)C tris(isopropylcyclopentadienyl)yttrium (III)